C(C)OC(CC1=C(C=C(C=C1)C)OCC=1C2=C(OC1)C1=C(OC=C1)C(=C2)Br)=O 2-(2-((5-bromobenzo[1,2-b:3,4-b']Difuran-3-yl)methoxy)-4-methylphenyl)acetic acid ethyl ester